NC1=NN2C(N=CC=C2)=C1C(=O)NC(C)C=1C=C(C2=CNN=C2C1N1CC(CC1)C(=O)OC)Cl Methyl 1-[6-(1-{[(2-aminopyrazolo[1,5-a]pyrimidin-3-yl)carbonyl]amino}ethyl)-4-chloro-2H-indazol-7-yl]pyrrolidine-3-carboxylate